3-[4-[Bis(2-methoxyethyl)amino]anilino]-5-(methylamino)-6-(3-methylimidazo[4,5-c]pyridin-7-yl)pyrazine-2-carboxamide COCCN(C1=CC=C(NC=2C(=NC(=C(N2)NC)C=2C3=C(C=NC2)N(C=N3)C)C(=O)N)C=C1)CCOC